(R)-2-cyclopropylethylene oxide C1(CC1)[C@@H]1CO1